(R)-6-(2-hydroxy-2-(3-(trifluoromethyl)phenyl)acetyl)-2-(1-phenylcyclopropyl)-5,6,7,8-tetrahydropyrido[4,3-d]pyrimidin-4(3H)-one O[C@@H](C(=O)N1CC2=C(N=C(NC2=O)C2(CC2)C2=CC=CC=C2)CC1)C1=CC(=CC=C1)C(F)(F)F